CC1=C(C(=O)NC2=CC=C(C3=CC=CC=C23)S(=O)(=O)NC(C)C2CN(CCC2)C([C@H](C)NC(OC(C)(C)C)=O)=O)C=CC=C1 tert-butyl ((2S)-1-(3-(1-(4-(2-methylbenzamido)naphthalene-1-sulfonamido)ethyl)piperidin-1-yl)-1-oxopropan-2-yl)carbamate